rac-N-[(3S,4R)-7-methyl-4-({[(1s,4S)-4-(4-methylphenyl)cyclohexyl]oxy}methyl)-6-oxo-1,3,4,6-tetrahydro-2H-quinolizin-3-yl]cyclopropanesulfonamide CC=1C(N2[C@H]([C@H](CCC2=CC1)NS(=O)(=O)C1CC1)COC1CCC(CC1)C1=CC=C(C=C1)C)=O |r|